N-[(2S,3R)-4,4-difluoro-2-[(3'-fluoro[1,1'-biphenyl]-3-yl)methyl]-1-(2-hydroxy-2-methylpropanoyl)pyrrolidin-3-yl]ethane-sulfonamide FC1([C@@H]([C@@H](N(C1)C(C(C)(C)O)=O)CC=1C=C(C=CC1)C1=CC(=CC=C1)F)NS(=O)(=O)CC)F